2-bromo-1-(4-morpholinophenyl)-1-butanone BrC(C(=O)C1=CC=C(C=C1)N1CCOCC1)CC